O1CCN(CC1)CCCCCN 5-morpholino-pentan-1-amine